(S)-2-amino-3-(5-(4-((5-cyclopropylpyridin-2-yl)oxy)phenyl)-2H-tetrazol-2-yl)propan-1-ol N[C@H](CO)CN1N=C(N=N1)C1=CC=C(C=C1)OC1=NC=C(C=C1)C1CC1